ClC1=C(C=CC(=C1)Cl)C1=CC2=C(N=C(N=C2)NC=2C=CC(=NC2OC)N2CCN(CC2)C(=O)OC(C)(C)C)N2C1=NCC2 tert-butyl 4-(5-((6-(2,4-dichlorophenyl)-8,9-dihydroimidazo[1',2':1,6]pyrido[2,3-d]pyrimidin-2-yl)amino)-6-methoxypyridin-2-yl)piperazine-1-carboxylate